COS(=O)(=O)C[C@H]1NC([C@H](C1)CC#C)=O ((2S,4S)-5-oxo-4-(prop-2-ynyl)pyrrolidin-2-yl)methanesulfonic acid methyl ester